[Na].[Na].C=CC1=CC=CC=C1.C=CC1=CC=CC=C1 bisstyrene disodium